7-Benzyl-9-methyl-2,3,5,6,7,8-hexahydro-1H-2,4,7-triaza-cyclopenta[b]naphthalene hydrochloride Cl.C(C1=CC=CC=C1)N1CCC=2N=C3C(=C(C2C1)C)CNC3